9,9-dimethyl-9H-fluoren-3-amine CC1(C2=CC=CC=C2C=2C=C(C=CC12)N)C